2-ethoxycarbonylamino-4-methyl-5-(4-nitrophenyl)thiophene-3-carboxylic acid ethyl ester C(C)OC(=O)C1=C(SC(=C1C)C1=CC=C(C=C1)[N+](=O)[O-])NC(=O)OCC